C(OCC(C)C)(OC=1C(=NC=CC1OC)C(N[C@@H](C)C1=NOC(=N1)C(C)(C)C1=CC=CC=C1)=O)=O (S)-isobutyl (4-methoxy-2-((1-(5-(2-phenylpropan-2-yl)-1,2,4-oxadiazol-3-yl)ethyl)carbamoyl)pyridin-3-yl) carbonate